2-chloro-N-(5-(8-(1,1-difluoroethyl)-2-(((1r,4r)-4-(dimethylamino)cyclohexyl)amino)quinazolin-6-yl)-6-methoxypyridin-2-yl)benzenesulfonamide ClC1=C(C=CC=C1)S(=O)(=O)NC1=NC(=C(C=C1)C=1C=C2C=NC(=NC2=C(C1)C(C)(F)F)NC1CCC(CC1)N(C)C)OC